5-((Z)-2-(2-(Allyloxy)phenyl)-1-cyanovinyl)-3-amino-1H-pyrazole-4-carbonitrile C(C=C)OC1=C(C=CC=C1)\C=C(/C#N)\C1=C(C(=NN1)N)C#N